N-(4,4-difluorocyclohexyl)-1-[4-({[3-(2-isopropylphenyl)-4-oxo-1,3-thiazolidin-2-ylidene]hydrazono}methyl)phenyl]-1,4,6,7-tetrahydropyrano[4,3-c]pyrazole-3-carboxamide FC1(CCC(CC1)NC(=O)C=1C2=C(N(N1)C1=CC=C(C=C1)C=NN=C1SCC(N1C1=C(C=CC=C1)C(C)C)=O)CCOC2)F